C(C)(C)(C)OC(=O)N1CCC2(CC1)CCN(CC2)[C@@H]2C(CNCC2)(F)F.OCCC2=C(C=CC=C2)CCO bis(β-hydroxyethyl)benzene tert-butyl-9-[(4S)-3,3-difluoropiperidin-4-yl]-3,9-diazaspiro[5.5]undecane-3-carboxylate